ClC1=CC(=C2C(=NC(N(C2=C1)C1=CC=CC=C1)=O)NC)F 7-chloro-5-fluoro-4-(methylamino)-1-phenyl-quinazolin-2(1H)-one